FC1=CC(=C(CC2CC3(CN(C3)C(=O)C3CC(C3)(C)O)C2)C=C1)C (6-(4-Fluoro-2-methylbenzyl)-2-azaspiro[3.3]heptan-2-yl)((1s,3s)-3-hydroxy-3-methylcyclobutyl)methanone